C1(=CC=CC=C1)C1=C(C2=C(SC3=C2C=CC=C3)C=C1)C=1C(=C(C=CC1)C=1C(=CC=CC1)C1=CC=CC=C1)C1=NN=NC(=C1C1=C(C=CC=C1)C1=CC=CC=C1)C1=CC=CC=C1 (Phenyldibenzothiophenyl)[phenyl(biphenylyl)triazinyl]terbenzene